2-[4-(7-Fluoro-2,3-dioxo-2,3-dihydroindol-1-ylmethyl)benzyl]isothiourea FC=1C=CC=C2C(C(N(C12)CC1=CC=C(CSC(N)=N)C=C1)=O)=O